C1(CCCCC1)(CC(=O)N)CC(=O)O cyclohexanediacetic acid monoamide